OC1(COC1)C=1C=C(C=CC1)C(=O)N1CCC2(CC1)CCN(CC2)C2=CC=C(C=C2)C(F)(F)F (3-(3-hydroxyoxetan-3-yl)phenyl)(9-(4-(trifluoromethyl)phenyl)-3,9-diazaspiro[5.5]undecan-3-yl)methanone